C(CCC)N(C1=CC(=C(C(=O)C2=C(C=CC=C2)C(=O)O)C=C1)O)CCCC 4-dibutylamino-2-hydroxy-2'-carboxybenzophenone